7-chloro-8-fluoro-1-(2-isopropyl-4-methylpyridin-3-yl)pyrido[2,3-d]pyrimidine-2,4(1H,3H)-dione ClC1C=CC2=C(N(C(NC2=O)=O)C=2C(=NC=CC2C)C(C)C)N1F